C(CCC)NC([C@@H](C)NC(OC(C)(C)C)=O)=O tert-butyl [(2R)-1-(butylamino)-1-oxopropan-2-yl]carbamate